boc-serine ethyl ester C(C)OC([C@@H](NC(=O)OC(C)(C)C)CO)=O